ClC1=C(C=CC(=C1F)F)N1N=CC(=C1C(F)(F)F)C(=O)O 1-(2-chloro-3,4-difluorophenyl)-5-(trifluoromethyl)-1H-pyrazole-4-carboxylic acid